CON=CC(=O)N 2-(methoxyimino)acetamide